FC(OC=1C=C(C(=NC1)C)C1=NN(C=2C[C@@H](CCC12)C(=O)NC1(CS(C1)(=O)=O)C)C(C)C)F (R)-3-(5-(difluoromethoxy)-2-methylpyridin-3-yl)-1-isopropyl-N-(3-methyl-1,1-dioxidothietan-3-yl)-4,5,6,7-tetrahydro-1H-indazole-6-carboxamide